COC1=C(C=CC=C1)CCN1C=NC2=CC=CC(=C2C1=O)NC(=O)C1=CC(=NC=C1)C(F)(F)F N-{3-[2-(2-methoxyphenyl)ethyl]-4-oxo-3,4-dihydroquinazolin-5-yl}-2-(trifluoromethyl)pyridine-4-carboxamide